CN(C1CC(C1)N)C=1C2=C(N=CN1)N(C=C2)S(=O)(=O)C2=CC=C(C=C2)C N-Methyl-N-{7-[(4-methylphenyl)sulfonyl]-7H-pyrrolo[2,3-d]pyrimidin-4-yl}cyclobutane-1,3-diamine